NC1[C@H](NCC1)CO 3-aminoprolinol